(S)-4-(5-(5-fluoro-2-methoxypyridin-4-yl)-1H-pyrazole-3-carbonyl)-N-((4S,7r)-1-oxaspiro[3.5]nonan-7-yl)-4-azaspiro[2.5]octane-7-carboxamide FC=1C(=CC(=NC1)OC)C1=CC(=NN1)C(=O)N1C2(CC2)C[C@H](CC1)C(=O)NC1CCC2(CCO2)CC1